tert-butyl (1,7-bis(2,2,2-trifluoroacetamido)-4-(3-(2,2,2-trifluoroacetamido)propyl)heptan-4-yl)carbamate FC(C(=O)NCCCC(CCCNC(C(F)(F)F)=O)(CCCNC(C(F)(F)F)=O)NC(OC(C)(C)C)=O)(F)F